tert-Butyl 4-((3-chloro-5-(ethoxycarbonyl)-1H-pyrazol-1-yl)methyl)piperidine-1-carboxylate ClC1=NN(C(=C1)C(=O)OCC)CC1CCN(CC1)C(=O)OC(C)(C)C